BrC1=C(C=C(C=C1)S)F 4-bromo-3-fluorobenzene-1-thiol